N-(2,3-difluorophenyl)-4-((4-oxo-3,4-dihydroquinazolin-2-yl)methyl)piperazine-1-carboxamide methyl-(E)-2-(2-hydroxy-3-(pent-2-enyl)phenyl)acetate COC(CC1=C(C(=CC=C1)C\C=C\CC)O)=O.FC1=C(C=CC=C1F)NC(=O)N1CCN(CC1)CC1=NC2=CC=CC=C2C(N1)=O